(E)-4-(4-((hydroxyimino)methyl)thiazol-2-yl)piperidine-1-carboxylic acid tert-butyl ester C(C)(C)(C)OC(=O)N1CCC(CC1)C=1SC=C(N1)/C=N/O